C[C@@H]1C(=CC2=CC=C(C=C2C1)OCCCC(F)(F)F)CN1C[C@@H](CC1)C(=O)O (3R)-1-[[(3S)-3-methyl-6-(4,4,4-trifluorobutoxy)-3,4-dihydronaphthalen-2-yl]methyl]pyrrolidine-3-carboxylic acid